ClC=1C=C(C=CC1)C1N(C[C@H](NC1=O)C)C(=O)OC(C)(C)C (5R)-tert-butyl 2-(3-chlorophenyl)-5-methyl-3-oxopiperazine-1-carboxylate